COC1=CC=C2CCN(CC2=C1OC)CCCS(=O)(=O)O 3-(7,8-dimethoxy-3,4-dihydroisoquinolin-2(1H)-yl)propane-1-sulfonic acid